8-chloro-6-(4-chloro-2-fluorophenyl)-2,3-dimethyl-4H-pyrido[1,2-a]pyrimidin-4-one ClC1=CC=2N(C(C(=C(N2)C)C)=O)C(=C1)C1=C(C=C(C=C1)Cl)F